6-(2-Fluoropropan-2-yl)-N-(2-((1R,4R)-4-formylcyclohexyl)-6-methoxy-7-methyl-2H-indazol-5-yl)picolinamide FC(C)(C)C1=CC=CC(=N1)C(=O)NC1=CC2=CN(N=C2C(=C1OC)C)C1CCC(CC1)C=O